FC1=C(C=C(C(=C1)C)F)NC(OC1=CC=CC=C1)=O phenyl (2,5-difluoro-4-methylphenyl)carbamate